CCCCCC/C=C/C=O 2(E)-nonenal